N-(3-(8-((S)-amino((3R,4S)-3-fluoro-1-methylpiperidin-4-yl)methyl)-3-(2,2,2-trifluoroethyl)imidazo[1,2-a]pyridin-2-yl)prop-2-yn-1-yl)-2-methoxy-4-(methylsulfonyl)aniline N[C@H](C=1C=2N(C=CC1)C(=C(N2)C#CCNC2=C(C=C(C=C2)S(=O)(=O)C)OC)CC(F)(F)F)[C@H]2[C@H](CN(CC2)C)F